(trans-4-(((8-methyl-4-oxo-3,4-dihydroquinazolin-2-yl)methyl)thio)cyclohexyl)acetic acid CC=1C=CC=C2C(NC(=NC12)CS[C@@H]1CC[C@H](CC1)CC(=O)O)=O